FC1=CC2=C(C(=NO2)C2CCN(CC2)CCCOC2=CC=C3CCNC(C3=C2)=O)C=C1 7-(3-(4-(6-fluorobenzo[d]isoxazol-3-yl)piperidin-1-yl)propoxy)-3,4-dihydroisoquinolin-1(2H)-one